CC=1C(=C(C=C(C1)C(F)(F)F)O)C=1N=NC(=CC1)N[C@H]1[C@H]2CC[C@H](CC1)N2C 3-methyl-2-(6-(((1r,2r,5s)-8-methyl-8-azabicyclo[3.2.1]oct-2-yl)amino)pyridazin-3-yl)-5-(trifluoromethyl)phenol